NC1=CC=CC(=N1)S(=O)(=O)NC(=O)C=1C(=NC(=CC1)C1=CC(=CC(=C1)OCC(C)C)F)N1[C@@H]2CCC[C@H]1CC2 N-[(6-Amino-2-pyridyl)sulfonyl]-2-[(1R,5S)-8-azabicyclo[3.2.1]octan-8-yl]-6-(3-fluoro-5-isobutoxyphenyl)pyridin-3-carboxamid